FC(C(=O)O)(F)F.FC=1C(=NC(=NC1)NC1=CC(=C(C(=C1)OC)OC)OC)N1OCCC1C1=CC=CC=C1 5-fluoro-4-(3-phenylisooxazolidin-2-yl)-N-(3,4,5-trimethoxyphenyl)pyrimidin-2-amine trifluoroacetate